FC1(CC12CN(CC2)C2=NC(=CC1=C2N=C(N=C1)NC1C2CN(C(C1)C2)C)C)F 8-(1,1-difluoro-5-azaspiro[2.4]heptan-5-yl)-6-methyl-N-(2-methyl-2-azabicyclo[2.2.1]heptan-5-yl)pyrido[3,4-d]pyrimidin-2-amine